[Cl-].[Hf+4].[Cl-].[Cl-].[Cl-] Hafnium(IV) chloride